FC([C@H]1[C@H](C1)NC(C1=CN=CC(=C1N1C[C@]2(CCCN2)CC1)C1=CC(=CC(=C1)F)F)=O)(F)F N-[(1S,2R)-2-(trifluoromethyl)cyclopropyl]-4-{(S)-1,7-diaza-7-spiro[4.4]nonyl}-5-(3,5-difluorophenyl)nicotinamide